The molecule is a hydroxy monocarboxylic acid anion that is the conjugate base of cis-4-coumaric acid; major species at pH 7.3. It has a role as a plant metabolite. It is a conjugate base of a cis-4-coumaric acid. C1=CC(=CC=C1/C=C\\C(=O)O)[O-]